((3,4-dimethylbenzyl)amino)-N-phenylimidazo[1,2-a]pyridine-3-carboxamide CC=1C=C(CNC=2N=C3N(C=CC=C3)C2C(=O)NC2=CC=CC=C2)C=CC1C